ClC=1C=C(C=C(C1F)Cl)C(C(F)(F)F)=O 1-(3,5-dichloro-4-fluorophenyl)-2,2,2-trifluoroethanone